FC1(CCN(CCC1)C1=C(C(=O)NC2=CC(=CC=C2)[S@@](=O)(=NC([C@@H](C)O)=O)C)C(=C(C=N1)C(F)(F)F)C)F 2-(4,4-difluoroazepan-1-yl)-N-(3-((R)-N-((R)-2-hydroxypropanoyl)-S-methylsulfonimidoyl)phenyl)-4-methyl-5-(trifluoromethyl)nicotinamide